1-bromo-4-chloroisoquinoline BrC1=NC=C(C2=CC=CC=C12)Cl